Dimethyl-phenylpropanol CC(C(O)C1=CC=CC=C1)(C)C